(S)-2-amino-2-(1-methylcyclopentyl)acetic acid N[C@H](C(=O)O)C1(CCCC1)C